OCCCCCCCCO 8-hydroxyoctanol